methyl 2-amino-5-(trifluoromethoxy)benzoate NC1=C(C(=O)OC)C=C(C=C1)OC(F)(F)F